trans-5-(2-methylpropyl)piperidine CC(CC1CCCNC1)C